BrC1=CC(=C(C=C1)C(=O)C1CCOCC1)F (4-bromo-2-fluorophenyl)(tetrahydro-2H-pyran-4-yl)methanone